C(C)(C)OC=1C=C(C(=O)N)C=CC1[C@@H](C1=CC=NC=C1)OC1=CC=C2C(CCOC2=C1C)=O (R,S)-3-Isopropoxy-4-(((8-methyl-4-oxochroman-7-yl)oxy)(pyridin-4-yl)methyl)benzamide